COC=1C=CC=C2C=CC=C(C12)CCO 2-(8-methoxynaphthalen-1-yl)ethan-1-ol